N-(4-Fluorophenyl)-N-(4-((7-formylquinolin-4-yl)oxy)phenyl)cyclopropane-1,1-dicarboxamide FC1=CC=C(C=C1)N(C(=O)C1(CC1)C(=O)N)C1=CC=C(C=C1)OC1=CC=NC2=CC(=CC=C12)C=O